2-{2-Chloro-3-[(4S)-1-(3-hydroxy-3-methylcyclobutyl)-2-imino-4-methyl-6-oxo-hexahydropyrimidin-4-yl]-anilino}-5-fluorobenzonitrile ClC1=C(NC2=C(C#N)C=C(C=C2)F)C=CC=C1[C@]1(NC(N(C(C1)=O)C1CC(C1)(C)O)=N)C